N(=[N+]=[N-])CCCI 3-azido-1-iodopropane